N-(1-methyl-6-phenoxy-1H-pyrazolo[3,4-d]pyrimidin-4-yl)-5-nitrothiophene-2-carboxamide CN1N=CC=2C1=NC(=NC2NC(=O)C=2SC(=CC2)[N+](=O)[O-])OC2=CC=CC=C2